[Si](C)(C)(C(C)(C)C)OC(CN1C(=NC=C1)COCC)(C)C 1-(2-((tert-butyldimethylsilyl)oxy)-2-methylpropyl)-2-(ethoxymethyl)-1H-imidazole